CC1=CC=CC(=N1)C(C)=O 1-(6-methyl-2-pyridyl)ethanone